6-bromobenzo[d]Isothiazole-3-carboxylic acid methyl ester COC(=O)C1=NSC2=C1C=CC(=C2)Br